1-(6,7-dichloro-9-(2-methyl-2H-1,2,3-triazol-4-yl)-1,3,4,5-tetrahydro-2H-pyrrolo[3,2-c:4,5-c']dipyridin-2-yl)-2-hydroxyethan-1-one ClC1=C2C(=C(N=C1Cl)C1=NN(N=C1)C)C=1CN(CCC1N2)C(CO)=O